ClC=1N=C(C2=C(N1)CN(C2)C(=O)OC(C)(C)C)Cl Tert-butyl 2,4-dichloro-5,7-dihydro-6H-pyrrolo[3,4-d]pyrimidine-6-carboxylate